Cl.FC1CNCCOC1 6-fluoro-1,4-oxaazepan hydrochloride